BrC1=CC2=C(C=3N(CCC2NC2=CC=C(C=C2)CC#N)N=NC3C)C=C1 2-(4-((9-bromo-1-methyl-6,7-dihydro-5H-benzo[c][1,2,3]triazolo[1,5-a]azepin-7-yl)amino)phenyl)acetonitrile